C1(CCCC1)OC(=O)NC(C(=O)O)CCN(CCCCC1=NC=2NCCCC2C=C1)C1CC1 2-(cyclopentoxycarbonylamino)-4-[cyclopropyl-[4-(5,6,7,8-tetrahydro-1,8-naphthyridin-2-yl)butyl]amino]butanoic acid